C(C)(C)(C)C=1C(=CC(=C(C1)C(C1=CC=CC=C1)P(C1=CC=CC=C1)C1=CC=CC=C1)P(C1=CC=CC=C1)C1=CC=CC=C1)C(C)C (5-(tertiary butyl)-2-(diphenylphosphino)-4-isopropylphenyl-benzyl)diphenyl-phosphine